BrC1=C(C(=CC=C1)Cl)NC(=O)C=1C(=NC(=NC1)NC=1C=NN(C1)[C@@H](CN(C)C)C)OCC |r| racemic-N-(2-bromo-6-chlorophenyl)-2-((1-(1-(dimethylamino)propane-2-yl)-1H-pyrazol-4-yl)amino)-4-ethoxypyrimidine-5-carboxamide